CN(CCOC=1C=CC(=C(C(=O)NC2(CC2)C2=CN(C3=CC=CC=C23)C2=CC=CC=C2)C1)C)C 5-(2-(Dimethylamino)ethoxy)-2-methyl-N-(1-(1-phenyl-1H-indol-3-yl)cyclopropyl)benzamide